COC(=O)C=1N=C2C(=NC1N1CCC(CC1)(C)NC(=O)OC(C)(C)C)N(N=C2C2=C(C(=CC=C2)Cl)Cl)CC2=CC=C(C=C2)OC 6-(4-(tert-Butoxycarbonylamino)-4-methylpiperidin-1-yl)-3-(2,3-dichlorophenyl)-1-(4-methoxybenzyl)-1H-pyrazolo[3,4-b]pyrazine-5-Carboxylic acid methyl ester